3-methyl-8-(6-((R)-1-(2-((R)-3-methylpyrrolidin-1-yl)ethoxy)ethyl)pyridin-3-yl)-1-(tetrahydro-2H-pyran-4-yl)-1H-imidazo[4,5-c]cinnolin-2(3H)-one CN1C(N(C2=C1N=NC=1C=CC(=CC21)C=2C=NC(=CC2)[C@@H](C)OCCN2C[C@@H](CC2)C)C2CCOCC2)=O